Cl.N1(CCNCC1)C[C@H](C)NC1=NC=NC2=C(C=CC=C12)C1=NC=CC=C1 N-[(2S)-1-piperazin-1-ylprop-2-yl]-8-pyridin-2-ylquinazolin-4-amine hydrochloride